N1=NN=NC(=C1)C(=O)N tetrazineformamide